ClC=1C(=CC(=C(C1)C1=NNC=C1C=1N=C2C=C(C=NC2=CC1)N1CCC(CC1)N(C)C)F)F 1-[6-[3-(5-chloro-2,4-difluoro-phenyl)-1H-pyrazol-4-yl]-1,5-naphthyridin-3-yl]-N,N-dimethyl-piperidin-4-amine